C1=CC(=CN=C1)C(=O)NC2=CC=C(C=C2)F N-(4-fluorophenyl)nicotinamide